C1(CCCCC1)CCNC(=O)NC1=CC2=C(SC3=C(C(N2)=O)C=CC=C3)C=C1 1-(2-cyclohexylethyl)-3-(11-oxo-10,11-dihydrodibenzo[b,f][1,4]thiazepin-8-yl)urea